(2-(t-Butoxycarbonyl)isoindolin-5-yl)-1H-indole-1-carboxylic acid tert-butyl ester C(C)(C)(C)OC(=O)N1C(=CC2=CC=CC=C12)C=1C=C2CN(CC2=CC1)C(=O)OC(C)(C)C